COCCCC(=O)N1C[C@H](CC1)NC=1C=CC=C2CCN(CC12)C(=O)OC(C)(C)C tert-butyl (S)-8-((1-(4-methoxybutyryl) pyrrolidin-3-yl) amino)-3,4-dihydroisoquinoline-2(1H)-carboxylate